3-(2-(allyl (methyl) amino) ethyl)-1H-indol-6-yl isobutyrate C(C(C)C)(=O)OC1=CC=C2C(=CNC2=C1)CCN(C)CC=C